COC(CC(C[N+](=O)[O-])C1=C(C(=CC=C1OCC1=CC=CC=C1)Cl)Br)=O 3-(6-(benzyloxy)-2-bromo-3-chlorophenyl)-4-nitrobutanoic acid methyl ester